methyl 2-[[7-([2-fluoro-4-[3-(hydroxymethyl)pyrazol-1-yl]phenyl]amino)-1,6-naphthyridin-2-yl][(1r,4r)-4-hydroxycyclohexyl]amino]acetate FC1=C(C=CC(=C1)N1N=C(C=C1)CO)NC1=NC=C2C=CC(=NC2=C1)N(CC(=O)OC)C1CCC(CC1)O